Ethyl-1-(2-(dimethylamino)-2-oxoethyl)-3-(4-fluorophenyl)-2,4-dioxo-1,2,3,4-tetrahydropyrimidine C(C)C=1C(N(C(N(C1)CC(=O)N(C)C)=O)C1=CC=C(C=C1)F)=O